6-((5-cyclopropyl-3-(6-methylpyridazin-3-yl)isoOxazol-4-yl)methoxy)-N-(tetrahydro-2H-pyran-4-yl)pyridazine-3-carboxamide C1(CC1)C1=C(C(=NO1)C=1N=NC(=CC1)C)COC1=CC=C(N=N1)C(=O)NC1CCOCC1